tert-butyl-7-fluoro-3-oxo-1,2,3,5-tetrahydrospiro[benzo[c]azepine-4,4'-piperidine]-1'-carboxylate C(C)(C)(C)OC(=O)N1CCC2(CC1)CC1=C(CNC2=O)C=CC(=C1)F